(6R)-N6-[2-(5-fluoro-3-pyridinyl)-8-isopropyl-pyrazolo[1,5-a][1,3,5]Triazin-4-yl]-4,5,6,7-tetrahydro-1,3-benzothiazole-2,6-diamine FC=1C=C(C=NC1)C1=NC=2N(C(=N1)N[C@H]1CC3=C(N=C(S3)N)CC1)N=CC2C(C)C